C1=CC=CC=2C3=CC=CC=C3C(C12)COC(=O)N[C@H](C(=O)O)CC=1C=NC(=NC1)Cl (S)-2-((((9H-fluoren-9-yl)methoxy)carbonyl)amino)-3-(2-chloropyrimidin-5-yl)propanoic acid